4-(2-chlorotetrafluoroethyltetrafluoro-λ6-sulfanyl)aniline ClC(C(F)(F)S(C1=CC=C(N)C=C1)(F)(F)(F)F)(F)F